4-[5-(1-ethylpyrazol-4-yl)benzimidazol-1-yl]-2,6-dimethoxy-N-propyl-benzamide C(C)N1N=CC(=C1)C1=CC2=C(N(C=N2)C2=CC(=C(C(=O)NCCC)C(=C2)OC)OC)C=C1